C1(=CC=CC=C1)C(C1=CC=CO1)(C1=CC=CC=C1)O diphenylfurfuryl alcohol